BrC1=CC=C(C=C1)\C(=C(/C1=CC=CC=C1)\C1=CC=C(C=C1)Br)\C1=CC=CC=C1 (E)-1,2-bis(4-bromophenyl)-1,2-diphenylethylene